2-cyclopropyl-pyridin-4-ol C1(CC1)C1=NC=CC(=C1)O